ClC1=NN=C2N1C1=CC=C(C=C1C(=N2)N(C)C2=CC(=CC=C2)F)F chloro-7-fluoro-N-(3-fluorophenyl)-N-methyl-[1,2,4]triazolo[4,3-a]quinazolin-5-amine